5-hydroxy-3-(2-benzylethylaminoethyl)indole OC=1C=C2C(=CNC2=CC1)CCNCCCC1=CC=CC=C1